FC(C1=CC(=C(C=O)C=C1)F)(F)F 4-(trifluoromethyl)-2-fluorobenzaldehyde